CC1=C(C=2N(C=C1C=1N(C3=CC=C(C=C3C1C(C)C)C1CCNCC1)C(=O)OCC)N=CN2)C ethyl 2-(7,8-dimethyl-[1,2,4]triazolo[1,5-a]pyridin-6-yl)-3-isopropyl-5-(piperidin-4-yl)-1H-indole-1-carboxylate